(Exo)-5-hexyl-4-(5-hydroxy-2-methylphenyl)-3a-(1-phenylvinyl)-1,2,3,3a,6,6a-hexahydropentalen-1-ol C(CCCCC)C1=C(C2(CCC(C2C1)O)C(=C)C1=CC=CC=C1)C1=C(C=CC(=C1)O)C